(E)-(4-(1-(4-(4-(3-(4-(2-(2,6-dioxopiperidin-3-yl)-1,3-dioxoisoindolin-5-yl)piperazin-1-yl)propyl)piperazin-1-yl)phenyl)-2-phenylbut-1-en-1-yl)phenyl)boronic acid O=C1NC(CCC1N1C(C2=CC=C(C=C2C1=O)N1CCN(CC1)CCCN1CCN(CC1)C1=CC=C(C=C1)\C(=C(/CC)\C1=CC=CC=C1)\C1=CC=C(C=C1)B(O)O)=O)=O